[NH4+].F hydrogen fluoride ammonium salt